valproic acid (valproate) C(C(CCC)CCC)(=O)O.C(C(CCC)CCC)(=O)O